N1N=CC(=C1)CCCNC(C1=CC(=C(C=C1)S(NC)(=O)=O)C#CC1=CC=C(C=C1)F)=O N-(3-(1H-pyrazol-4-yl)propyl)-3-((4-fluorophenyl)ethynyl)-4-(N-methylsulfamoyl)benzamide